CC1=C(C=2N(C=C1C=1NC3=CC=C(C=C3C1C(C)C)C1CC3C(CN(C3)CC(=O)N(C)C)C1)N=CN2)C 2-(5-(2-(7,8-dimethyl-[1,2,4]triazolo[1,5-a]pyridin-6-yl)-3-isopropyl-1H-indol-5-yl)hexahydrocyclopenta[c]pyrrol-2(1H)-yl)-N,N-dimethylacetamide